N(N)C1=NC(=NC(=N1)N1CCOCC1)NC1=CC=C(C=C1)N(C)C N1-(4-hydrazinyl-6-morpholino-1,3,5-triazin-2-yl)-N4,N4-dimethylbenzene-1,4-diamine